BrC(CC)CCC(CC)C=1SC=CC1 3-bromo-6-octylthiophene